N4,N4-dimethylcytosine CN(C1=NC(NC=C1)=O)C